C(C)(C)N1CCC(CC1)N1CCC(CC1)C=1C=C2C(=C(NC2=CC1)C1=C2C(=NC=C1)N(C=C2)C)C 4-(5-(1'-isopropyl-[1,4'-bipiperidin]-4-yl)-3-methyl-1H-indol-2-yl)-1-methyl-1H-pyrrolo[2,3-b]pyridine